C1(=CC=CC=C1)P(C(C1=C(C=C(C=C1C)C)C)=O)(C(C1=C(C=C(C=C1C)C)C)=O)=O phenyl-bis(2,4,6-trimethylbenzoyl)phosphorus oxide